3-Bromo-1-(2,2-difluoroethyl)-4-methyl-1H-pyrazole BrC1=NN(C=C1C)CC(F)F